tert-butyl 1-(4-(hydroxymethyl)cyclohex-1-en-1-yl)-1H-pyrazole-4-carboxylate OCC1CC=C(CC1)N1N=CC(=C1)C(=O)OC(C)(C)C